C(C)(C)OC=1C(=CC2=CN(N=C2C1)[C@]12CO[C@](CC1)(C2)C)C(=O)NC=2C=NN1C2N=CC=C1 6-isopropoxy-2-((1R,4R)-1-methyl-2-oxabicyclo[2.2.1]hept-4-yl)-N-(pyrazolo[1,5-a]pyrimidin-3-yl)-2H-indazole-5-carboxamide